NC=1C(=CC(=C(C(=O)N[C@H]2CN(CC[C@@H]2F)C(=O)O)C1)F)N[C@H]1[C@H](C1)C(F)F (3S,4S)-3-(5-amino-4-(((1R,2S)-2-(difluoromethyl)cyclopropyl)amino)-2-fluorobenzamido)-4-fluoropiperidine-1-carboxylic acid